6-((4-methoxypiperidin-1-yl)methyl)-2-(3-(3-((4-methyl-4H-1,2,4-triazol-3-yl)methyl)oxetan-3-yl)phenyl)-4-(trifluoromethyl)isoindolin-1-one COC1CCN(CC1)CC1=CC(=C2CN(C(C2=C1)=O)C1=CC(=CC=C1)C1(COC1)CC1=NN=CN1C)C(F)(F)F